OC1=C(C=C(C=C1)C)N1N=NC2=C1C=CC=C2 3-(2'-Hydroxy-5'-methylphenyl)benzotriazol